1-(2-methoxyethoxy)-2-methyl-2-propanol COCCOCC(C)(O)C